C(#N)C(C)NC1=C(C=C(C=C1)C(F)(F)F)[N+](=O)[O-] 4-(1-cyanoethylamino)-3-nitrobenzotrifluoride